N1=CC(=CC=C1C(C(CN)C)N)C=1C=NC=CC1 1-([3,3'-bipyridyl]-6-yl)-2-methylpropan-1,3-diamine